5-Bromo-7-cyanobenzo[b]thiophene-2-carboxylic acid ethyl ester C(C)OC(=O)C1=CC2=C(S1)C(=CC(=C2)Br)C#N